C1(CC1)C=1C(=NN2C1C(NC(=C2)C2=CC(=C(C=C2)C)C)=O)C(=O)N[C@H](C)C2=CC=C(C=C2)F 3-Cyclopropyl-6-(3,4-dimethylphenyl)-N-[(1R)-1-(4-fluorophenyl)ethyl]-4-oxo-4,5-dihydropyrazolo[1,5-a]pyrazine-2-carboxamide